trans-2,4-diamino-1-methyl-cyclohexane NC1C(CCC(C1)N)C